(S)-5-(4-((2-cyclopropyl-5-fluoro-3-oxo-4H-quinoxalin-6-yl)methyl)-2-methylpiperazin-1-yl)-6-fluoro-N-methylpyridine-2-carboxamide C1(CC1)C1=NC2=CC=C(C(=C2NC1=O)F)CN1C[C@@H](N(CC1)C=1C=CC(=NC1F)C(=O)NC)C